NC=1C=C(C=C2C=C(N=NC12)NC(=O)C1C(C1)F)C1=C(C=NS1)C N-[8-Amino-6-(4-methylisothiazol-5-yl)cinnolin-3-yl]-2-fluoro-cyclopropanecarboxamide